4-bromo-N-[(5-fluoro-2,3-dihydrobenzofuran-4-yl)methyl]-2,7-naphthyridin-1-amine BrC1=CN=C(C2=CN=CC=C12)NCC1=C(C=CC2=C1CCO2)F